ClC1=CC=C(C(=N1)C(=O)O)N[C@H](C)C1=C2N=C(C(=NC2=CC(=C1)C)C#N)N1CCC2(CC(C2)(F)F)CC1 (R)-6-chloro-3-((1-(2-cyano-3-(2,2-difluoro-7-azaspiro[3.5]nonan-7-yl)-7-methylquinoxalin-5-yl)ethyl)amino)picolinic acid